3-amino-3-({1-methoxy-3-[(2-methylpropanoyl)oxy]-1-oxopropan-2-yl}carbamoyl)propionic acid NC(CC(=O)O)C(NC(C(=O)OC)COC(C(C)C)=O)=O